CCO\N=C(\C(=O)O)/C1=C(C=CC=C1)C methyl-(E)-2-(2-tolyl)-2-methoxyiminoacetic acid